5-[(2-oxo-2H-chromen-4-yl)oxy]pentyl 2-methylprop-2-enoate CC(C(=O)OCCCCCOC1=CC(OC2=CC=CC=C12)=O)=C